C=1(N=CN2C1CNCC2)C(=O)OCC Ethyl 5,6,7,8-tetrahydroimidazo[1,5-a]pyrazine-1-carboxylate